FC(COC=1C=C(C=CC1F)C1=C(N=C(S1)N)C1=C(C=CC=C1)C(C)C)(C(C)(C)C)F 5-(3-(2,2-difluoro-3,3-dimethylbutoxy)-4-fluorophenyl)-4-(2-isopropylphenyl)thiazol-2-amine